C(C)OC(=O)C1=CN(C2=CC=CC=C2C1=O)C1=NC=CN=C1.C1(CC1)NC1=NC=C(C(=O)N)C(=C1)N[C@H]1C[C@H]([C@@H](CC1)C)O 6-(cyclopropylamino)-4-(((1R,3R,4R)-3-hydroxy-4-methylcyclohexyl)amino)nicotinamide Ethyl-4-oxo-1-(pyrazin-2-yl)-1,4-dihydroquinoline-3-carboxylate